4-((3-amino-6-bromoquinolin-4-yl)amino)-3-fluorobenzonitrile NC=1C=NC2=CC=C(C=C2C1NC1=C(C=C(C#N)C=C1)F)Br